((6R,8aS)-octahydroindolizin-6-yl)-4-azaspiro[2.5]octane-7-carboxamide C1CCN2C[C@H](CC[C@@H]12)C1CC12NCCC(C2)C(=O)N